Tert-butyl (3R)-4-(4-bromo-2,3,5-trifluorobenzoyl)-3-(hydroxymethyl)piperazine-1-carboxylate BrC1=C(C(=C(C(=O)N2[C@H](CN(CC2)C(=O)OC(C)(C)C)CO)C=C1F)F)F